ClC1=C(C(=CC=C1Cl)OC)[C@H]1C[C@@H]2N(C(OC2COC(C2=CC=CC=C2)(C2=CC=CC=C2)C2=CC=CC=C2)=O)C1 (6R,7aS)-6-(2,3-dichloro-6-methoxyphenyl)-1-((trityloxy)methyl)tetrahydro-1H,3H-pyrrolo[1,2-c]oxazol-3-one